ClC1=C(C=CC=C1)C(=O)C=1C=NC(=NC1)C (2-Chlorophenyl)(2-methylpyrimidin-5-yl)methanone